2'-(1H-1,3-benzodiazol-2-yl)-5'-chloro-4-{[2-(oxan-4-yl)-1-phenylethyl]carbamoyl}-[1,1'-biphenyl]-2-carboxylic acid N1C(=NC2=C1C=CC=C2)C2=C(C=C(C=C2)Cl)C=2C(=CC(=CC2)C(NC(CC2CCOCC2)C2=CC=CC=C2)=O)C(=O)O